C(=O)(OC(C)(C)C)NC(C)C boc-β-propylamine